C(C)(C)(C)OC(=O)C1=C(C=CC(=C1)I)O 2-tertiary butoxycarbonyl-4-iodophenol